3-cyclobutyl-5-hydrazino-4H-1,2,4-triazole C1(CCC1)C1=NN=C(N1)NN